FC1([C@H](C2=C(N(N=C2C(F)(F)F)CCC(C#N)C)C1)O)F 4-[(4S)-5,5-difluoro-4-hydroxy-3-(trifluoromethyl)-4,6-dihydrocyclopenta[c]pyrazol-1-yl]-2-methylbutanenitrile